ClC1=C(C=C(C=C1)C1=NN(C(=N1)CC(=O)NCC1=CC(=NC(=C1)C)C)C)OC(C)C 2-[3-(4-chloro-3-isopropyloxyphenyl)-1-methyl-1H-1,2,4-triazol-5-yl]-N-[(2,6-dimethylpyridin-4-yl)methyl]acetamide